3,4-diethoxythiophene C(C)OC1=CSC=C1OCC